CN(C=1C=C(OCCCC(=O)O)C=CC1)C 4-[3-(DIMETHYLAMINO)PHENOXY]BUTANOIC ACID